N-ethyl-N-p-methylphenyl-m-methylaniline C(C)N(C1=CC(=CC=C1)C)C1=CC=C(C=C1)C